N-(5-chloro-2-nitrophenyl)-2-methoxypyridin-3-amine ClC=1C=CC(=C(C1)NC=1C(=NC=CC1)OC)[N+](=O)[O-]